Cl.Cl.C(C1=CC=CC=C1)NC1CCC(CC1)C(=O)N1CC(C2=NC=CC=C21)(C)C ((1r,4r)-4-(Benzylamino)cyclohexyl)(3,3-dimethyl-2,3-dihydro-1H-pyrrolo[3,2-b]pyridin-1-yl)methanone dihydrochloride